[3-(methoxycarbonyl)-4-oxo-tetrahydro-3-thienyl]Lithium COC(=O)C1(CSCC1=O)[Li]